ClC=1C=C(C=NC1N1N=CC=N1)NC(=O)[C@@H]1C[C@@](C2=C1C=NC=1N2N=C(C1)F)(C(F)(F)F)C (6R,8S)-N-(5-chloro-6-(2H-1,2,3-triazol-2-yl)pyridin-3-yl)-2-fluoro-8-methyl-8-(trifluoromethyl)-7,8-dihydro-6H-cyclopenta[e]pyrazolo[1,5-a]pyrimidine-6-carboxamide